C1(CC1)C1=C(C=C(C=C1)C(NC(=O)C1N(CC(C1)F)C(CC=1C(=NNC1C)C)=O)C1=CC=CC=C1)F N-[(4-cyclopropyl-3-fluorophenyl)(phenyl)methyl]-1-[2-(3,5-dimethyl-1H-pyrazol-4-yl)acetyl]-4-fluoropyrrolidine-2-carboxamide